cis-(4aS,9bS)-7-(trifluoromethyl)-1,2,3,4,4a,9b-hexahydrofuro[2,3-b:4,5-b']dipyridine hydrochloride Cl.FC(C1=CC=C2C(=N1)O[C@@H]1[C@H]2NCCC1)(F)F